NC1=CC=C(C=C1)N1CCN(CC1)C1CC(C1)COC1=CC(=C2C(NC(=NC2=C1)CSC1CCN(CC1)CC(F)(F)F)=O)F 7-((3-(4-(4-aminophenyl)piperazin-1-yl)cyclobutyl)methoxy)-5-fluoro-2-(((1-(2,2,2-trifluoroethyl)piperidin-4-yl)thio)methyl)quinazolin-4(3H)-one